1-(4-(tert-butoxycarbonyl)benzyl)-4-oxo-4,5,6,7-tetrahydro-1H-indole-2-carboxylic acid 2-hydroxyethyl ester OCCOC(=O)C=1N(C=2CCCC(C2C1)=O)CC1=CC=C(C=C1)C(=O)OC(C)(C)C